N-(2-(1,4-diazepan-1-yl)-5-fluoropyrimidin-4-yl)-1H-indazol-5-amine N1(CCNCCC1)C1=NC=C(C(=N1)NC=1C=C2C=NNC2=CC1)F